CN(CCC[Si](OCC)(OCC)OCC)C N,N-dimethyl-3-aminopropyl-triethoxysilane